CN1N=C(C=C1NC=1N=CC2=C(N1)C1(C(N(C2)C=2C=C(C=CC2C)NC(C2=CC(=CC=C2)C(F)(F)F)=O)=O)CC1)C N-(3-(2'-((1,3-dimethyl-1H-pyrazol-5-yl)amino)-7'-oxo-5'H-spiro[cyclopropane-1,8'-pyrido[4,3-d]pyrimidine]-6'(7'H)-yl)-4-methylphenyl)-3-(trifluoromethyl)benzamide